heptyl 3-ethyl-12-hexyl-6-(2-((2-nonylundecanoyl)oxy)ethyl)-10-oxo-9,11-dioxa-3,6-diazahexadecane-16-oate C(C)N(CC)CCN(CCOC(OC(CCCC(=O)OCCCCCCC)CCCCCC)=O)CCOC(C(CCCCCCCCC)CCCCCCCCC)=O